4-(6-((4-methoxybenzyl)(methyl)amino)-4-(trifluoromethyl)pyridin-2-yl)cyclohexan-1-one COC1=CC=C(CN(C2=CC(=CC(=N2)C2CCC(CC2)=O)C(F)(F)F)C)C=C1